pyrrolidin-1-ylpropionitrile N1(CCCC1)C(C#N)C